diindane C(CC[In])C[In]